3-(5-((2-(4-(6-(6-((R)-2-(3-fluorophenyl)pyrrolidin-1-yl)imidazo[1,2-b]pyridazin-3-yl)pyridin-2-yl)piperazin-1-yl)-2-oxoethyl)amino)-1-oxoisoindolin-2-yl)piperidine-2,6-dione FC=1C=C(C=CC1)[C@@H]1N(CCC1)C=1C=CC=2N(N1)C(=CN2)C2=CC=CC(=N2)N2CCN(CC2)C(CNC=2C=C1CN(C(C1=CC2)=O)C2C(NC(CC2)=O)=O)=O